(S)-6-chloro-7-(2-fluorophenyl)-1-(2-isopropyl-4-methyl-pyridin-3-yl)-4-(2-methylpiperazin-1-yl)pyrido[2,3-d]pyrimidin-2(1H)-one ClC1=CC2=C(N(C(N=C2N2[C@H](CNCC2)C)=O)C=2C(=NC=CC2C)C(C)C)N=C1C1=C(C=CC=C1)F